4-amino-1,3-benzenediol NC1=C(C=C(C=C1)O)O